CC1(CC(N(O1)CC1=CC=C(C=C1)C1=NOC(=N1)C(F)(F)F)=O)C 5,5-dimethyl-2-[[4-[5-(trifluoromethyl)-1,2,4-oxadiazol-3-yl]phenyl]-methyl]isoxazolidin-3-one